N,N-diethyl-3-fluorodec-1-en-1-amine oxide C(C)[N+](C=CC(CCCCCCC)F)(CC)[O-]